2-[4-[2-[2-[2-[2-(2-methoxyethoxy)ethoxy]ethoxy]ethoxy]ethoxy]phenyl]-4,4,5,5-tetramethyl-1,3,2-dioxaborolane COCCOCCOCCOCCOCCOC1=CC=C(C=C1)B1OC(C(O1)(C)C)(C)C